C(C)(C)NC(OC1CCCC1C=1N(N=CC1)NC(=O)C=1N(N=C(C1)COC1=C(C(=CC(=C1)OC)OCC1=CC=CC=C1)C=O)C)=O 5-(5-[3-(benzyloxy)-2-formyl-5-methoxyphenoxymethyl]-2-methylpyrazole-3-amido-2H-pyrazol-3-yl)cyclopentyl N-isopropylcarbamate